2-[ethyl-(isopropyl)amino]-5,7-dihydrofuro[3,4-b]pyridine-3-carboxylic acid C(C)N(C1=C(C=C2C(=N1)COC2)C(=O)O)C(C)C